[Si](C1=CC=CC=C1)(C1=CC=CC=C1)(C(C)(C)C)O[C@@H]1[C@@H](COC1)O (3R,4S)-4-[(tert-butyldiphenylsilyl)oxy]oxolan-3-ol